3-(4-(cyclopentylamino)phenoxy)benzamide C1(CCCC1)NC1=CC=C(OC=2C=C(C(=O)N)C=CC2)C=C1